tert-butyl 6-methyl-3,8-diazabicyclo[3.2.1]octane-8-carboxylate CC1C2CNCC(C1)N2C(=O)OC(C)(C)C